4-(Benzylamino)-N-propyl-8-(4,4,5,5-tetramethyl-1,3,2-dioxaborolan-2-yl)isoquinoline-3-carboxamide C(C1=CC=CC=C1)NC1=C(N=CC2=C(C=CC=C12)B1OC(C(O1)(C)C)(C)C)C(=O)NCCC